1-(2'-Ureidoethyl)amino-4-nitrobenzene tert-butyl-(2S,5R)-2-(5-aminopyridin-3-yl)-5-methylpyrrolidine-1-carboxylate C(C)(C)(C)OC(=O)N1[C@@H](CC[C@H]1C)C=1C=NC=C(C1)N.N(C(=O)N)CCNC1=CC=C(C=C1)[N+](=O)[O-]